2-{8-[(2-cyano-2-methylideneethyl)amino]-7-methoxynaphthalen-2-yl}-N-(1-methylpiperidin-4-yl)pyrimidine-4-carboxamide C(#N)C(CNC=1C(=CC=C2C=CC(=CC12)C1=NC=CC(=N1)C(=O)NC1CCN(CC1)C)OC)=C